ethyl 5-(1-hydroxy-2-methylpropan-2-yl)-1,2,4-oxadiazole-3-carboxylate OCC(C)(C)C1=NC(=NO1)C(=O)OCC